3-(5-[3-[(5-hydroxypentyl)oxy]propyl]-3-methyl-2-oxo-1,3-benzodiazol-1-yl)piperidine-2,6-dione OCCCCCOCCCC1=CC2=C(N(C(N2C)=O)C2C(NC(CC2)=O)=O)C=C1